(S)-2-hydroxy-6-((4-(2-(hydroxymethyl)benzoyl)-morpholin-3-yl)methoxy)-benzaldehyde OC1=C(C=O)C(=CC=C1)OC[C@H]1N(CCOC1)C(C1=C(C=CC=C1)CO)=O